C(C)(C)(C)OC(=O)N(C[C@@H](C(=O)O)C1=CC=C(C=C1)Cl)C(C)C (S)-3-((tert-butoxycarbonyl)(isopropyl)amino)-2-(4-chloroPhenyl)-propionic acid